5-(2-hydroxy-1,3-dimethyl-5-oxobicyclo[4.1.0]hept-3-en-2-yl)-3-methylpent-2,4-dienoic acid OC1(C2(CC2C(C=C1C)=O)C)C=CC(=CC(=O)O)C